2-isopropyl-6-(6-(trifluoromethyl)pyridin-2-yl)-N4-(2-(trifluoromethyl)pyridin-4-yl)-1,3,5-triazine-2,4-diamine C(C)(C)C1(NC(=NC(=N1)NC1=CC(=NC=C1)C(F)(F)F)C1=NC(=CC=C1)C(F)(F)F)N